NC=1C=C(C=CC1)C(O)C1=CC=C(C=C1)S(=O)(=O)C (3-aminophenyl)(4-(methylsulfonyl)phenyl)methanol